1'-[4-chloro-2-(trifluoromethyl)phenyl]-2-(2-ethoxypyridin-3-yl)spiro[7,8-dihydro-1,7-naphthyridine-5,4'-piperidine]-6-one ClC1=CC(=C(C=C1)N1CCC2(CC1)C=1C=CC(=NC1CNC2=O)C=2C(=NC=CC2)OCC)C(F)(F)F